ClC=1C(=C(C(=CC1Cl)Cl)OC(C(=O)OC1=C(C(=C(C=C1Cl)Cl)Cl)C(=O)OCCC(C)C)=O)C(=O)OCCC(C)C bis(3,4,6-trichloro-2-[(3-methylbutoxy) carbonyl] phenyl)oxalate